O(C1=CC=CC=C1)P(CCC(C)C)OC1=CC=CC=C1 diphenoxyisopentyl-phosphine